O=P12OCC(CO1)CO2 1-oxo-2,6,7-trioxa-1-phosphabicyclo[2.2.2]octane